2-hydroxyethyl-[4-(2-hydroxyethyl-methyl-octadecyl-ammonio)butyl]-methyl-octadecyl-ammonium dichloride [Cl-].[Cl-].OCC[N+](CCCCCCCCCCCCCCCCCC)(C)CCCC[N+](CCCCCCCCCCCCCCCCCC)(C)CCO